C(C#C)N1CC2(C1)CCN(C2)C(=O)C2CCC(CC2)NC(OC(C)(C)C)=O tert-butyl N-[4-(2-prop-2-ynyl-2,7-diazaspiro[3.4]octane-7-carbonyl) cyclohexyl]carbamate